BrC=1C=CC2=C(N=C(O2)[C@H](C2CCC(CC2)(F)F)NC(OC(C)(C)C)=O)C1F Tert-butyl (S)-((5-bromo-4-fluorobenzo[d]oxazol-2-yl)(4,4-difluorocyclohexyl)-methyl)carbamate